C(#N)N1[C@H](C[C@H](C1)O)C(=O)N(C1=CC2=C(N=C(N2)C)C=C1)C(C(=O)NC1CCCCC1)C=1C=NC=CC1 (2R,4R)-1-cyano-N-[2-(cyclohexylamino)-2-oxo-1-(3-pyridyl)ethyl]-4-hydroxy-N-(2-methyl-3H-benzimidazol-5-yl)pyrrolidine-2-carboxamide